(1-(4-(tert-butyl)phenyl)-5-hydroxy-2-methyl-4-(piperidin-1-ylmethyl)-1H-indol-3-yl)ethan-1-one C(C)(C)(C)C1=CC=C(C=C1)N1C(=C(C2=C(C(=CC=C12)O)CN1CCCCC1)C(C)=O)C